1-(4-(6-(3,5-dimethoxyphenyl)-2-(4-(2-morpholinoethoxy)phenyl)imidazo[1,2-a]pyridin-8-yl)phenyl)ethan-1-one COC=1C=C(C=C(C1)OC)C=1C=C(C=2N(C1)C=C(N2)C2=CC=C(C=C2)OCCN2CCOCC2)C2=CC=C(C=C2)C(C)=O